C(C)NC1=NC(=NC=C1C(=O)N)NC1CCC(CC1)O 4-(ethylamino)-2-((1r,4r)-4-hydroxycyclohexylamino)pyrimidine-5-carboxamide